CC1OC2=C(C=NC1)C=CC=C2 2-methyl-2,3-dihydro-1,4-benzoxazepin